Dipentyl 8,8'-((3-((2-hydroxyethyl)(8-carbonyl-8-(pentyloxy)octyl)amino)propyl)azanediyl)dioctanoate OCCN(CCCN(CCCCCCCC(=O)OCCCCC)CCCCCCCC(=O)OCCCCC)CCCCCCCC(OCCCCC)=C=O